2-[4-(4-isopropyl-piperazin-1-yl)-methylphenyl]-5-chloro-pyrrolo[1,2-b]pyridazine-7-carboxamide C(C)(C)N1CCN(CC1)C1=CC(=C(C=C1)C=1C=CC=2N(N1)C(=CC2Cl)C(=O)N)C